C12CN(CC(CC1)O2)C(=O)C2=CC1=C(C=N2)C(=NN1CC(F)(F)F)NC1=NC=CC=C1 8-oxa-3-azabicyclo[3.2.1]octan-3-yl-[3-(2-pyridylamino)-1-(2,2,2-trifluoroethyl)pyrazolo[4,3-c]pyridin-6-yl]methanone